MAGNESIUM THREONATE O=C([C@@H](O)[C@H](O)CO)[O-].[Mg+2].O=C([C@@H](O)[C@H](O)CO)[O-]